C(C)(=O)C=1C(=CC2=C(OCO2)C1)NC(CCl)=O N-(6-Acetylbenzo[d][1,3]dioxol-5-yl)-2-chloroacetamide